O=C1N(CCC1)CC1CCN(CC1)C1=C(C#N)C=C(C=C1)C=1C=NN(C1)C1OCCCC1 2-(4-((2-oxopyrrolidin-1-yl)methyl)piperidine-1-yl)-5-(1-(tetrahydro-2H-pyran-2-yl)-1H-pyrazol-4-yl)benzonitrile